trans-N-(2-ethoxy-1,3-dioxan-5-yl)acrylamide C(C)O[C@@H]1OC[C@H](CO1)NC(C=C)=O